N-(4-((2,2-difluorocyclopentyl)oxy)-3-fluorophenyl)-2-(3-methoxyazetidin-1-yl)-5-(2,2,2-trifluoroethyl)oxazole-4-carboxamide FC1(C(CCC1)OC1=C(C=C(C=C1)NC(=O)C=1N=C(OC1CC(F)(F)F)N1CC(C1)OC)F)F